COC1=C(CN2C(C3=CC(=CC=C3C(=C2)C2=C(C=CC=C2)C)C2=CC=CC=C2)=O)C=CC(=C1)OC 2-(2,4-dimethoxybenzyl)-7-phenyl-4-(o-tolyl)isoquinolin-1(2H)-one